OC=1C=C(C=O)C=C(C1O)OC 3,4-dihydroxyl-5-methoxybenzaldehyde